terephthalic acid acrylate C(C=C)(=O)O.C(C1=CC=C(C(=O)O)C=C1)(=O)O